C1(CCCC1)S(=O)(=O)C(=[N+]=[N-])S(=O)(=O)C1=C(C=CC=C1)Cl cyclopentylsulfonyl-(2-chlorophenylsulfonyl)diazomethane